[(1S)-2,2-difluorocyclopropyl][(1R,5S)-3-{2-[(1-methyl-1H-pyrazol-4-yl)amino]pyrimidin-4-yl}-3,8-diazabicyclo[3.2.1]oct-8-yl]methanone FC1([C@@H](C1)C(=O)N1[C@H]2CN(C[C@@H]1CC2)C2=NC(=NC=C2)NC=2C=NN(C2)C)F